C(C)(C)(C)C1N2C(C3=CC(=C(C=C3C1)C1=CC=C(C=C1)OC)OC)=CC(C(=C2)C(=O)O)=O 6-tert-butyl-10-methoxy-9-(4-methoxyphenyl)-2-oxo-6,7-dihydro-2H-pyrido[2,1-a]isoquinoline-3-carboxylic acid